4-Chloro-7-(4-{4-[4-({4-[4-(2,4-dioxo-1,3-diazinan-1-yl)-1H-indol-1-yl]piperidin-1-yl}methyl)piperidin-1-yl]phenyl}piperidin-1-yl)-1H-indole-3-carbonitrile ClC1=C2C(=CNC2=C(C=C1)N1CCC(CC1)C1=CC=C(C=C1)N1CCC(CC1)CN1CCC(CC1)N1C=CC2=C(C=CC=C12)N1C(NC(CC1)=O)=O)C#N